BrC1=C(C=C(C=N1)NC(C(N1C(CCCC1)C=1SC=CC1)=O)=O)C N-(6-bromo-5-methyl-3-pyridyl)-2-oxo-2-[2-(2-thienyl)-1-piperidyl]acetamide